ClC1=C(C=C(C=C1)C1=NNCC(C1)(C)C)OC 3-(4-chloro-3-methoxy-phenyl)-5,5-dimethyl-4,6-dihydro-1H-pyridazine